C(C)(=O)NC=1N=C2N(N=C(C=C2)C=2C=C(C(=NC2)OC)C(=O)NC([2H])C2=C(C=CC(=C2)C(F)(F)F)F)C1 5-{2-acetamidoimidazo[1,2-b]pyridazin-6-yl}-N-{[2-fluoro-5-(trifluoromethyl)phenyl](deutero)methyl}-2-methoxypyridine-3-carboxamide